Cyclopentyl-6-(1-(4-fluorobenzamido)ethyl)-3,4-dihydro-1,5-naphthyridin-1(2H)-carboxylat C1(CCCC1)OC(=O)N1CCCC2=NC(=CC=C12)C(C)NC(C1=CC=C(C=C1)F)=O